4-(ethylsulfonyl)-N-[2-(3-pyridinyl)-2'-(trifluoromethoxy)[1,1'-biphenyl]-4-yl]-benzeneacetamide C(C)S(=O)(=O)C1=CC=C(C=C1)CC(=O)NC1=CC(=C(C=C1)C1=C(C=CC=C1)OC(F)(F)F)C=1C=NC=CC1